[Cl-].[Cl-].C(C)C1(C(=C(C(=C1C)C)C)C)[Zr+2]C1C=CC2=C(C=CC(=C12)C)C (1-Ethyl-2,3,4,5-tetramethylcyclopentadienyl)(4,7-dimethylindenyl)zirconium dichloride